1-(trimethoxysilyl)methyl-5,5'-(1,4-phenylene)bis(1,2,3,4-tetrazole) CO[Si](OC)(OC)CN1N=NN=C1C1=CC=C(C=C1)C1=NN=NN1